COC(=O)C1=C(N=C2N1NCCC2C2CCN(CC2)C(=O)OC(C)(C)C)C2=CC=C(C=C2)OC2=CC=C(C=C2)OC 8-(1-(t-butoxycarbonyl)piperidin-4-yl)-2-(4-(4-methoxyphenoxy)phenyl)-5,6,7,8-tetrahydroimidazo[1,2-b]Pyridazine-3-carboxylic acid methyl ester